OC1=CC=C(C=C1)NC(C(=O)O)C 4-hydroxy-α-methylphenyl-glycine